tert-butyl (5-bromo-3-(2-bromo-3-oxopentanoyl)pyrazin-2-yl)glycinate BrC=1N=C(C(=NC1)NCC(=O)OC(C)(C)C)C(C(C(CC)=O)Br)=O